FC1=C(C=CC=C1F)CN1C(CCC1=O)CC(=O)NCCCC(=O)OC methyl 4-[[2-[1-[(2,3-difluorophenyl)-methyl]-5-oxopyrrolidin-2-yl]acetyl]amino]butyrat